oleic acid carbon [C].C(CCCCCCC\C=C/CCCCCCCC)(=O)O